(4-Cyanophenyl)-3-(2-(pyridine-3-yl)ethyl)-7H-[1,2,4]triazolo[3,4-b][1,3,4]thiadiazine C(#N)C1=CC=C(C=C1)C1=NN2C(SC1)=NN=C2CCC=2C=NC=CC2